CC1C2=C(C=NC=C2)C(=O)OC[C@]3([C@@H]4[C@H]([C@H]([C@@]5([C@H]([C@H]([C@@H]([C@]([C@]5([C@@H]4OC(=O)C)O3)(C)O)OC(=O)C1(C)O)OC(=O)C6=CC=CC=C6)OC(=O)C)COC(=O)C)OC(=O)C)OC(=O)C)C The molecule is a sesquiterpene alkaloid that is isolated from Tripterygium hypoglaucum and Tripterygium wilfordii. It has a role as a plant metabolite. It is an acetate ester, a dihydroagarofuran sesquiterpenoid, a macrolide, a pyridine alkaloid, a sesquiterpene alkaloid and a benzoate ester.